N-(3-Hydroxy-3-methylbutyl)-4-(isopropylamino)-2-(thiazol-5-yl)thieno[2,3-b]pyridin-5-carboxamid OC(CCNC(=O)C=1C(=C2C(=NC1)SC(=C2)C2=CN=CS2)NC(C)C)(C)C